Cl(=O)(=O)(=O)[O-].C1(=CC=CC=C1)SC1=[O+]C(=CC(=C1)SC1=CC=CC=C1)SC1=CC=CC=C1 2,4,6-Triphenylthio-pyrylium perchlorate